C(CCC)C1=NC=2C(=C(N=NC2N)N(C)CC2=CC=C(C=C2)CN(C)C)N1C 2-butyl-N7-(4-((dimethylamino)methyl)benzyl)-N7,1-dimethyl-1H-imidazo[4,5-d]pyridazine-4,7-diamine